C12CC(CC2C1)OC1=C(C=C(C=C1F)NC(=O)C=1N=C(OC1CC(F)(F)F)N1CC2(C1)CCOCC2)F N-(4-(cis-bicyclo[3.1.0]hexan-3-yloxy)-3,5-difluorophenyl)-2-(7-oxa-2-azaspiro[3.5]nonan-2-yl)-5-(2,2,2-trifluoroethyl)oxazole-4-carboxamide